ClC1=C2C=NN(C2=CC=C1NC(=O)NNC(C1=CC(=CC=C1)C=1OC=CN1)=O)C1OCCCC1 N-(4-chloro-1-(tetrahydro-2H-pyran-2-yl)-1H-indazol-5-yl)-2-(3-(oxazol-2-yl)benzoyl)hydrazinecarboxamide